(S)-3-((3-(2-(4-chlorophenyl)-2-hydroxyethyl)-1,2,4-oxadiazol-5-yl)methyl)-6-(fluoromethyl)pyrimidine-2,4(1H,3H)-dione ClC1=CC=C(C=C1)[C@H](CC1=NOC(=N1)CN1C(NC(=CC1=O)CF)=O)O